3-(4-ethylphenyl)-1-propene C(C)C1=CC=C(C=C1)CC=C